2,4,6-tris[(4-hydroxyphenyl)methyl]-1,3-benzenediol OC1=CC=C(C=C1)CC1=C(C(=CC(=C1O)CC1=CC=C(C=C1)O)CC1=CC=C(C=C1)O)O